FC[Si](Cl)(OC)OC Fluoromethyldimethoxychlorosilane